N-(2-((2-(dimethylamino)ethyl)(methyl)amino)-4-methoxy-5-((6-((2-(1-methyl-1H-pyrazol-3-yl)phenyl)amino)pyrimidin-4-yl)amino)phenyl)acrylamide CN(CCN(C1=C(C=C(C(=C1)OC)NC1=NC=NC(=C1)NC1=C(C=CC=C1)C1=NN(C=C1)C)NC(C=C)=O)C)C